1-(trans-4-aminocyclohexyl)-3-benzyl-1-(5-(1-methyl-1H-pyrazol-4-yl)pyrimidin-2-yl)urea hydrochloride Cl.N[C@@H]1CC[C@H](CC1)N(C(=O)NCC1=CC=CC=C1)C1=NC=C(C=N1)C=1C=NN(C1)C